pyrrolo[3,4-c]-1,2,5-oxadiazole N1ON=C2C1=CN=C2